(S)-11-(2-(cyclopropyl(methyl)amino)ethyl)-4-ethyl-8-fluoro-4-hydroxy-1,12-dihydro-14H-pyrano[3',4':6,7]indolizino[2,1-b]quinoline-3,6,14(4H,11H)-trione C1(CC1)N(CCN1C2=C(C(C3=CC(=CC=C13)F)=O)C1=CC3=C(C(N1C2)=O)COC([C@]3(O)CC)=O)C